C(N)(=O)[C@H]1N2C(N([C@H](CC1)C2)OS(=O)(=O)O)=O.C2(=CC=CC=1C3=CC=CC=C3CC21)C2=CC=CC=1C(C3=CC=CC=C3C(C21)=O)=O fluorenyl-anthraquinone [2S,5R]-2-carbamoyl-7-oxo-1,6-diazabicyclo[3.2.1]oct-6-yl-hydrogensulfate